[O-]CC.[O-]CC.[O-]CC.[Zr+3] zirconium triethoxide